methyl 1-((3,3-difluorocyclobutyl)methyl)-1H-imidazole-5-carboxylate FC1(CC(C1)CN1C=NC=C1C(=O)OC)F